2-(2-chlorophenoxy)propane-1,3-diylbis(4-methylbenzenesulfonic acid) ClC1=C(OC(CC2=C(C=CC(=C2)C)S(=O)(=O)O)CC2=C(C=CC(=C2)C)S(=O)(=O)O)C=CC=C1